1-(2-chloro-4-((7-hydroxy-6-methoxyquinazolin-4-yl)oxy)phenyl)-3-(1-cyclopentyl-1H-pyrazol-5-yl)urea ClC1=C(C=CC(=C1)OC1=NC=NC2=CC(=C(C=C12)OC)O)NC(=O)NC1=CC=NN1C1CCCC1